ClC=1C=CC2=C(SC3=C2C=2C=CC=CC2C=C3)C1 9-CHLOROBENZO[B]NAPHTHO[1,2-D]THIOPHENE